[Ag].C(C)(=O)N[C@@H](CCCCN)C(=O)O N-acetyl-L-lysine silver